3,6-dipentylnaphthalene-1-sulfonic acid C(CCCC)C=1C=C(C2=CC=C(C=C2C1)CCCCC)S(=O)(=O)O